Cl.C1(=CC=CC=C1)C1CC(C(C(C1)=O)=CNC1CCNCC1)=O 5-phenyl-2-((piperidin-4-ylamino)methylene)cyclohexane-1,3-dione hydrochloride